ClC1=C(C=NNC1=O)N1C[C@@H](CC1)OC1=NC=CC(=C1)C1=C(C=C(C=C1)CC(=O)OC)F methyl (R)-2-(4-(2-((1-(5-chloro-6-oxo-1,6-dihydropyridazin-4-yl)pyrrolidin-3-yl)oxy)pyridin-4-yl)-3-fluorophenyl)acetate